C(C)(C)(C)OC(=O)N1CCN(CC1)CCN1C(=C(C2=CC=CC(=C12)C=1C(=NN(C1C)C)CCl)CCCOC1=CC=CC2=CC=CC=C12)C(=O)OC(C)(C)C tert-butyl 1-(2-(4-(tert-butoxycarbonyl)piperazin-1-yl)ethyl)-7-(3-(chloromethyl)-1,5-dimethyl-1H-pyrazol-4-yl)-3-(3-(naphthalen-1-yloxy)propyl)-1H-indole-2-carboxylate